ethyl 3-methyl-1-(5-methyl-2-(trimethylstannanyl) pyridin-4-yl)-1H-pyrazole-4-carboxylate CC1=NN(C=C1C(=O)OCC)C1=CC(=NC=C1C)[Sn](C)(C)C